C(C)(C)(C)OC(=O)N1CCC(CC1)C=1C=CC2=C(N(C(O2)=O)C)C1 4-(3-methyl-2-oxo-1,3-benzoxazol-5-yl)piperidine-1-carboxylic acid tert-butyl ester